3-butenyldimethylmethoxysilane C(CC=C)[Si](OC)(C)C